6-chloro-5'-(3-chlorophenyl)-2'-(4,6-dimethoxypyridin-3-yl)-3'-(1-hydroxypropan-2-yl)-3'H-spiro[indoline-3,4'-pyrrolo[3,4-d]imidazole]-2,6'(5'H)-dione ClC1=CC=C2C(=C1)NC(C21N(C(C=2N=C(N(C21)C(CO)C)C=2C=NC(=CC2OC)OC)=O)C2=CC(=CC=C2)Cl)=O